NC1=NC=2C=CC(=CC2C2=C1C=NN2C)C(=O)N(N2C(C1=CC=CC=C1C2)=O)CC=2N=C1N(C=CC=C1)C2 4-amino-N-(imidazo[1,2-a]pyridin-2-ylmethyl)-1-methyl-N-(1-oxoisoindolin-2-yl)-1H-pyrazolo[4,3-c]quinoline-8-carboxamide